(E)-4-methoxy-2-(3-phenyl-2-nitroprop-1-en-1-yl)phenol COC1=CC(=C(C=C1)O)\C=C(/CC1=CC=CC=C1)\[N+](=O)[O-]